CC(C#N)(N(C1=CC=CC=C1)C)C dimethyl-2-(methyl-(phenyl)amino)acetonitrile